N=1C=CN2C1N=CC(=C2)C2=CNC=1N=C(N=C(C12)OC)NC1CCC(CC1)N1C(CCC1)=O 1-((1s,4s)-4-((5-(imidazo[1,2-a]pyrimidin-6-yl)-4-methoxy-7H-pyrrolo[2,3-d]pyrimidin-2-yl)amino)cyclohexyl)pyrrolidin-2-one